NCCCCCCCC(=O)N[C@H](C(=O)N1[C@@H](C[C@H](C1)O)C(=O)NCC1=CC=C(C=C1)C1=C(N=CS1)C)C(C)(C)C (2S,4R)-1-[(2S)-2-(8-aminooctanoylamino)-3,3-dimethyl-butanoyl]-4-hydroxy-N-[[4-(4-methylthiazol-5-yl)phenyl]methyl]pyrrolidine-2-carboxamide